2,4-di-tert-butyl-phenoxyacetic acid C(C)(C)(C)C1=C(OCC(=O)O)C=CC(=C1)C(C)(C)C